FC1=C(C=CC(=C1)OCCN1CCOCC1)C1=NC=CC2=C1N=C(N=C2N)NC=2C=NC(=CC2)N2CCOCC2 8-(2-fluoro-4-(2-morpholinoethoxy)phenyl)-N2-(6-morpholinopyridin-3-yl)pyrido[3,4-d]pyrimidine-2,4-diamine